CC1=C(CN(C(C(=O)OCC(F)(F)F)=O)[C@@H](C)C(C)C)C=CC=C1 (S)-2,2,2-trifluoroethyl 2-((2-methylbenzyl)(3-methylbutan-2-yl)amino)-2-oxoacetate